N1(CCCC1)CCN1C(NC2=NC=C(C=C21)C2=CC(=CC=C2)C(F)(F)F)=O 1-(2-Pyrrolidin-1-ylethyl)-6-[3-(trifluoromethyl)phenyl]-3H-imidazo[4,5-b]pyridin-2-one